8,8-dimethyl-5-trifluoromethyl-1,2,8,9-tetrahydro-6H-3-oxa-6,9-diaza-cyclopenta[a]naphthalen-7-one CC1(C(NC2=C(C=C3C(=C2N1)CCO3)C(F)(F)F)=O)C